NC1=CC=C(CC(C(=O)O)OCC(=O)O)C=C1 p-aminobenzyl-diglycolic acid